C(CCCCCC(=O)OC[C@@H]([C@@H]1C(=C(C(=O)O1)O)O)O)CCCCC(=O)OC[C@@H]([C@@H]2C(=C(C(=O)O2)O)O)O The molecule is a diester and a member of dicarboxylic acids and O-substituted derivatives. It has a role as a bolaamphiphile. It derives from a L-ascorbic acid and a dodecanedioic acid.